ethoxyaluminum C(C)O[Al]